n-pentadecylbutylenediamine C(CCCCCCCCCCCCCC)NCCCCN